OCNC1CC1 hydroxylmethyl-cyclopropylamine